(6R,8aS)-6-(8-Amino-1-{4-[(1S)-1-hydroxy-1-(3-methylphenyl)ethyl]phenyl}imidazo[1,5-a]-pyrazin-3-yl)hexahydroindolizin-3(2H)-on NC=1C=2N(C=CN1)C(=NC2C2=CC=C(C=C2)[C@@](C)(C2=CC(=CC=C2)C)O)[C@H]2CN1C(CC[C@@H]1CC2)=O